FC(C[C@@H](C)OC(NC1=CC=C(C=C1)[C@@H]1CNCC1)=O)(F)F |r| (RS)-(4-Pyrrolidin-3-yl-phenyl)-carbamic acid (RS)-3,3,3-trifluoro-1-methyl-propyl ester